2-(4-fluoro-1,2-dimethyl-1H-indol-5-yl)-7-(fluoromethoxy)-4-(4-fluoropiperidine-1-carbonyl)-1,2-dihydroisoquinolin-1-one FC1=C2C=C(N(C2=CC=C1N1C(C2=CC(=CC=C2C(=C1)C(=O)N1CCC(CC1)F)OCF)=O)C)C